4-methyl-N-(1-methylpyrazol-4-yl)piperidin-4-carboximidamide CC1(CCNCC1)C(NC=1C=NN(C1)C)=N